N-hexyl-N-methylpiperidinium bromide [Br-].C(CCCCC)[N+]1(CCCCC1)C